CC(C)(CCCC(C)C)O 2,6-dimethylheptane-2-ol